(E)-2-(3-(2-(2'-fluoro-2-methylbiphenyl-3-yl)vinyl)-4-(trifluoromethyl)benzylamino)-3-hydroxypropionic acid FC1=C(C=CC=C1)C1=C(C(=CC=C1)/C=C/C=1C=C(CNC(C(=O)O)CO)C=CC1C(F)(F)F)C